CNC(=O)C1=CC(=NC2=CC=CN=C12)C1=CC=C(C=C1)NS(=O)(=O)C1=CC=C(C=C1)C N-Methyl-2-(4-((4-methylphenyl)sulfonamido)phenyl)-1,5-naphthyridine-4-carboxamide